1-(1-(but-1-en-1-yl)cyclohexyl)-3,5-dimethoxybenzene C(=CCC)C1(CCCCC1)C1=CC(=CC(=C1)OC)OC